4-(6-(4-Chloro-7-oxo-5,7-dihydro-6H-pyrrolo[3,4-b]pyridin-6-yl)-6-(2,5-difluorophenyl)hex-1,3-diyn-1-yl)-1H-pyrrolo[2,3-b]pyridine-5-carboxamide ClC1=C2C(=NC=C1)C(N(C2)C(CC#CC#CC2=C1C(=NC=C2C(=O)N)NC=C1)C1=C(C=CC(=C1)F)F)=O